CC(C)(C)[O-].[Hf+4].CC(C)(C)[O-].CC(C)(C)[O-].CC(C)(C)[O-] hafnium tertbutoxide